5-chloro-3-cyclopropyl-1,8-dimethyl-imidazo[4,5-g]phthalazin-2-one ClC1=NN=C(C=2C=C3C(=CC12)N(C(N3C)=O)C3CC3)C